COC=1C=C2CCN(CC2=CC1OC)C(C=C)=O 1-(6,7-dimethoxy-3,4-dihydroisoquinolin-2(1H)-yl)prop-2-en-1-one